BrC=1C(=C(C(=O)O)C=CC1SC)C bromo-2-methyl-4-(methylthio)benzoic acid